OCCS[C@@H]1C[C@H](C1)N(C(OC(C)(C)C)=O)C trans-tert-butyl N-[3-(2-hydroxyethylsulfanyl)cyclobutyl]-N-methyl-carbamate